O=C1NC=2N(C=C1)N=NC2C(=O)[O-].[Na+].ClC2=CC=C(OCC(=O)NC1CCN(CC1)C(CCCC1=CC=C(C=C1)Cl)=O)C=C2 2-(4-Chlorophenoxy)-N-(1-(4-(4-chlorophenyl)butanoyl)piperidin-4-yl)acetamid sodium 5-oxo-4,5-dihydro-[1,2,3]triazolo[1,5-a]pyrimidine-3-carboxylate